1-{[2-(2,6-dioxopiperidin-3-yl)-1,3-dioxo-2,3-dihydro-1H-isoindol-4-yl]amino}-3,6,9,12,15,18-hexaoxahenicosan-21-oic acid O=C1NC(CCC1N1C(C2=CC=CC(=C2C1=O)NCCOCCOCCOCCOCCOCCOCCC(=O)O)=O)=O